CC=1C=CC(=NC1)C(=O)C1=CC=C(C=C1)C1=NOC(=N1)C(F)(F)F (5-methyl-2-pyridyl)-[4-[5-(trifluoromethyl)-1,2,4-oxadiazol-3-yl]phenyl]methanone